C(=O)OC(C)(C)C tert-butyl formate